C(C)C=1C(NC=2C=C(C=NC2C1)CN1CCC(=CC1)C=1C(=NC(=CC1)C(=O)NC)C)=C=O 1'-((7-ethyl-6-carbonyl-5,6-dihydro-1,5-naphthyridin-3-yl)methyl)-N,2-dimethyl-1',2',3',6'-tetrahydro-[3,4'-bipyridine]-6-carboxamide